tert-butyl (tert-butoxycarbonyl)(4-nitro-[1,1'-biphenyl]-2-yl)carbamate C(C)(C)(C)OC(=O)N(C(OC(C)(C)C)=O)C1=C(C=CC(=C1)[N+](=O)[O-])C1=CC=CC=C1